ethyl (S)-2-(2-ethylbutanamido)-9-(5,6,7,8-tetrahydro-1,8-naphthyridin-2-yl)nonanoate C(C)C(C(=O)N[C@H](C(=O)OCC)CCCCCCCC1=NC=2NCCCC2C=C1)CC